NCCCCCCCNC1=CC(=C(C(=O)NC=2SC(=CN2)C)C=C1)C 4-((7-Aminoheptyl)amino)-2-methyl-N-(5-methylthiazol-2-yl)benzamide